4-(2-(3-Fluorophenyl)-4-oxothiazolidin-3-yl)-3-methylbenzoic acid FC=1C=C(C=CC1)C1SCC(N1C1=C(C=C(C(=O)O)C=C1)C)=O